ClC1=CC=C(S1)CNC1=CC(=NN1)C1CCN(CC1)C(CN1CCOCC1)=O 1-[4-(5-[(5-chlorothiophen-2-yl)methyl]amino-1H-pyrazol-3-yl)piperidin-1-yl]-2-(morpholin-4-yl)ethan-1-one